C(=O)O.O=C1N(C=COC=C1)CCN[C@H](C(=O)N)C (S)-2-((2-(5-oxo-1,4-oxazepin-4-yl)ethyl)amino)propanamide formate